C(OC1=CC=C(C=C1)C#CC=O)([2H])([2H])[2H] 3-(4-(Methoxy-d3)phenyl)propiolaldehyde